CN1CCN(CC1)CC1=CC=C(C=C1)NC1=NC=2C=CC(=C3CCCN1C23)OC2=CC(=NC=C2)NC(C)=O N-(4-((2-((4-((4-methylpiperazin-1-yl)methyl)phenyl)amino)-5,6-dihydro-4H-imidazo[4,5,1-ij]quinolin-7-yl)oxy)pyridin-2-yl)acetamide